5-(3-isopropyl-5-(1-methylpiperidin-4-yl)-1H-indol-2-yl)-1-methyl-3-(pyrimidin-5-yl)pyridin-2(1H)-one C(C)(C)C1=C(NC2=CC=C(C=C12)C1CCN(CC1)C)C=1C=C(C(N(C1)C)=O)C=1C=NC=NC1